CCOCCOCCOCCOCCC(=O)O 3,6,9,12-tetraoxapentadecane-15-oic acid